8-benzyl-6-(2-fluoro-3-nitrophenyl)-2-(4-fluorobenzyl)imidazo[1,2-a]Pyrazin-3(7H)-one C(C1=CC=CC=C1)C1=C2N(C=C(N1)C1=C(C(=CC=C1)[N+](=O)[O-])F)C(C(=N2)CC2=CC=C(C=C2)F)=O